ClC=1C(=NC=CC1C#CC1=NC=C(C=C1)F)F 3-chloro-2-fluoro-4-((5-fluoropyridin-2-yl)ethynyl)pyridine